9,9',9''-(6-(10H-phenoxazin-10-yl)-4-(9-phenyl-9H-carbazol-1-yl)pyridine-2,3,5-triyl)tris(9H-carbazole-3,6-dicarbonitrile) C1=CC=CC=2OC3=CC=CC=C3N(C12)C1=C(C(=C(C(=N1)N1C2=CC=C(C=C2C=2C=C(C=CC12)C#N)C#N)N1C2=CC=C(C=C2C=2C=C(C=CC12)C#N)C#N)C1=CC=CC=2C3=CC=CC=C3N(C12)C1=CC=CC=C1)N1C2=CC=C(C=C2C=2C=C(C=CC12)C#N)C#N